N-[(6-Amino-2-pyridyl)sulfonyl]-5-(m-tolyl)-2-(2,2,4-trimethylpyrrolidin-1-yl)pyridin-3-carboxamid NC1=CC=CC(=N1)S(=O)(=O)NC(=O)C=1C(=NC=C(C1)C=1C=C(C=CC1)C)N1C(CC(C1)C)(C)C